CS(=O)(=O)CC(=O)C1=CC=C(C=C1)Br 2-methanesulfonyl-1-(4-bromophenyl)ethanone